4-methoxy-pyridine COC1=CC=NC=C1